2-(cyclopropylmethoxy)-6-iodo-3-methoxy-pyridine C1(CC1)COC1=NC(=CC=C1OC)I